C(C)C1(C(OCC=2C(N3CC=4C(=NC=5C=C(C(=C6C5C4C(CC6)NC(C(CCO)(C)C)=O)C)F)C3=CC21)=O)=O)O N-(9-ethyl-5-fluoro-9-hydroxy-4-methyl-10,13-dioxo-2,3,9,10,13,15-hexahydro-1H,12H-benzo[de]pyrano[3',4':6,7]indolizino[1,2-b]quinolin-1-yl)-4-hydroxy-2,2-dimethylbutanamide